C1(CC1)C=1N=CN(C1)N1C(C2=CC=C(C=C2CC1)C)=O (4-cyclopropyl-1H-imidazol-1-yl)-6-methyl-3,4-dihydroisoquinolin-1(2H)-one